C(=O)(OC(C)(C)C)N[C@@H](CC1=CC=C(C=C1)O)C(=O)O Boc-L-Tyrosine